10-bromo-N-((3S,4S)-4-(3-chloro-4-(trifluoromethyl)phenyl)piperidin-3-yl)-5,6-dihydropyrazolo[1,5-d]thieno[3,2-f][1,4]oxazepine-2-carboxamide BrC=1C=NN2CCOC3=C(C21)C=C(S3)C(=O)N[C@@H]3CNCC[C@H]3C3=CC(=C(C=C3)C(F)(F)F)Cl